CC(C)(C1=CC=CC=C1)NC(=O)C=1C=2C[C@@H]3[C@H](C2N(N1)CC(C)(C)C)C3 (1aR,5aR)-2-(2,2-Dimethyl-propyl)-1a,2,5,5a-tetrahydro-1H-2,3-diaza-cyclopropa[a]pentalene-4-carboxylic acid (1-methyl-1-phenyl-ethyl)-amide